C(#N)[C@]1(COCC1)C1=CC=C(C=C1)CC(=O)OCC |r| (±)-Ethyl 2-(4-(3-cyanotetrahydrofuran-3-yl)phenyl)acetate